N-(5-(3-(9H-purin-6-yl)pyridin-2-ylamino)-2-fluorophenyl)-3-(2-cyanopropan-2-yl)-5-(trifluoromethyl)benzamide N1=CN=C2NC=NC2=C1C=1C(=NC=CC1)NC=1C=CC(=C(C1)NC(C1=CC(=CC(=C1)C(F)(F)F)C(C)(C)C#N)=O)F